4-(5-(3,5-dimethylisoxazol-4-yl)-1-(3-methylpyridin-4-yl)-1H-pyrrolo[2,3-b]pyridin-3-yl)-3-(trifluoromethoxy)benzoic acid CC1=NOC(=C1C=1C=C2C(=NC1)N(C=C2C2=C(C=C(C(=O)O)C=C2)OC(F)(F)F)C2=C(C=NC=C2)C)C